ClCC=1C=CC2=C(N=C(O2)C=2C=NC=CC2)C1 5-(chloromethyl)-2-(pyridin-3-yl)-1,3-benzoxazole